C(C)OC(=O)C=1C(=NN(C1)C1=CC(=C(C=C1)OC(F)F)C1=NC=CC=C1)C.C1(=C(C=CC=C1)N1C(C=CC1=O)=O)N1C(C=CC1=O)=O N,N'-phenylenedimaleimide ethyl-1-[4-(difluoromethoxy)-3-(2-pyridyl)phenyl]-3-methyl-pyrazole-4-carboxylate